4-(4-Methyl-piperazin-1-yl)-N-[6-methyl-5-(4-pyridin-3-yl-pyrimidin-2-ylamino)-pyridin-3-yl]-benzamide CN1CCN(CC1)C1=CC=C(C(=O)NC=2C=NC(=C(C2)NC2=NC=CC(=N2)C=2C=NC=CC2)C)C=C1